((2R,3S,5R)-5-(2-chloro-6-octanamido-9H-purin-9-yl)-2-ethynyl-3-hydroxytetrahydrofuran-2-yl)methyl bicyclo[2.2.2]octane-1-carboxylate C12(CCC(CC1)CC2)C(=O)OC[C@]2(O[C@H](C[C@@H]2O)N2C1=NC(=NC(=C1N=C2)NC(CCCCCCC)=O)Cl)C#C